1-(4-methoxyphenyl)-N-[(4-methoxyphenyl)methyl]methanamine COC1=CC=C(C=C1)CNCC1=CC=C(C=C1)OC